Tert-butyl (2'S,7R)-2-chloro-2'-methyl-spiro[4,5-dihydrothieno[2,3-c]pyran-7,4'-piperidine]-1'-carboxylate ClC1=CC2=C(S1)[C@@]1(C[C@@H](N(CC1)C(=O)OC(C)(C)C)C)OCC2